[Be].[Tl].[Na].[K].CC=1C(=C(C=NNC(C(CC)NC2=CC(=CC=C2)OC)=O)C=CC1)O N'-(3-methyl-2-hydroxybenzylidene)-2-((3-methoxyphenyl)amino)butanoyl-hydrazine potassium sodium thallium beryllium